(S)-2-(4-(7-(8-acetenylnaphthalen-1-yl)-8-fluoro-2-((1-(pyrrolidin-1-ylmethyl)cyclopropyl)methoxy)pyridino[4,3-d]pyrimidin-4-yl)-1-(2-fluoroacryloyl)piperazin-2-yl)acetonitrile C(#C)C=1C=CC=C2C=CC=C(C12)C1=C(C=2N=C(N=C(C2C=N1)N1C[C@@H](N(CC1)C(C(=C)F)=O)CC#N)OCC1(CC1)CN1CCCC1)F